3-(5-(3,5-dichlorophenyl)-5-(trifluoromethyl)-4,5-dihydroisoxazol-3-yl)-N-(1-(2-methoxyethyl)-1H-pyrazol-4-yl)benzamide ClC=1C=C(C=C(C1)Cl)C1(CC(=NO1)C=1C=C(C(=O)NC=2C=NN(C2)CCOC)C=CC1)C(F)(F)F